(2E,2'E)-2,2'-(1-(6-methoxypyridin-3-yl)propane-1,2-diylidene)bis(N-methylhydrazine-1-carbothioamide) COC1=CC=C(C=N1)\C(\C(\C)=N\NC(NC)=S)=N/NC(NC)=S